2-{4-[(4-Acetylpiperazin-1-yl)methyl]phenyl}-3,4-dihydroquinazolin-4-one C(C)(=O)N1CCN(CC1)CC1=CC=C(C=C1)C1=NC2=CC=CC=C2C(N1)=O